Methyl (2E,4E)-5-(2-bromothiazol-4-yl)penta-2,4-dienoate BrC=1SC=C(N1)/C=C/C=C/C(=O)OC